CC=1C(=NC(=NC1)NC=1C=NN(C1)[C@@H](C(F)(F)F)C)C1=CC=C(C(=O)[O-])C=C1.[Li+] |o1:13| Lithium (R*)-4-(5-methyl-2-((1-(1,1,1-trifluoropropan-2-yl)-1H-pyrazol-4-yl)amino)pyrimidin-4-yl)benzoate